1-phenyl-1H-[1,2,3]triazole-4-carboxylic acid (1-pyrrolo[1,2-a]pyrazin-1-yl-pyrrolidin-3-yl)-amide C=1(C=2N(C=CN1)C=CC2)N2CC(CC2)NC(=O)C=2N=NN(C2)C2=CC=CC=C2